C(C)OP(=O)(OCC)OC1=C(C(=CC(=C1)C)C)C(CC(S)=O)(C)C 3-(2-((diethoxyphosphoryl)oxy)-4,6-dimethylphenyl)-3-methylbutanethioic S-acid